Cl.N1=C(N=CC=C1)NC(=O)C1CNC1 N-(pyrimidin-2-yl)azetidine-3-carboxamide hydrochloride